(1-(3-chloro-2-fluorophenyl)propyl)-N1-propylethane-1,2-diamine hydrochloride Cl.ClC=1C(=C(C=CC1)C(CC)C(CN)NCCC)F